C(C)S(=O)(=O)C1=CC=C(C=C1)CC(=O)NC1=CC=C(C=C1)C1=NC2=C(N1CC1=CC=C(C=C1)S(=O)(=O)C)C=C(C=C2)C (4-(ethylsulfonyl)phenyl)-N-(4-(6-methyl-1-(4-(methylsulfonyl)benzyl)-1H-benzo[d]imidazol-2-yl)phenyl)acetamide